N-[(1R)-1-[3-[3-(hydroxymethyl)phenyl]phenyl]ethyl]-2-methyl-5-piperazin-1-yl-benzamide OCC=1C=C(C=CC1)C=1C=C(C=CC1)[C@@H](C)NC(C1=C(C=CC(=C1)N1CCNCC1)C)=O